cerium disulfide [S-2].[S-2].[Ce+4]